Methyl-2-(2-fluoro-4-methylphenyl)-5-[1-(phenylsulfonyl)-1H-pyrrolo[2,3-b]pyridin-4-yl]-4-(prop-1-en-2-yl)-1-{[2-(trimethylsilyl)ethoxy]methyl}-1H-pyrrole CC1=C(N(C(=C1C(=C)C)C1=C2C(=NC=C1)N(C=C2)S(=O)(=O)C2=CC=CC=C2)COCC[Si](C)(C)C)C2=C(C=C(C=C2)C)F